FC=1C=C(C=C(C1)F)NC=1C(=C2CCN(CC2=CC1)C(C=C)=O)C=1N=CN(C1)C 1-(6-((3,5-difluorophenyl)amino)-5-(1-methyl-1H-imidazol-4-yl)-3,4-dihydroisoquinolin-2(1H)-yl)prop-2-en-1-one